C(CCCCC)OC(C(C)(C)NP(=O)(NC(C(OCCCCCC)=O)(C)C)CO[C@@H](CN1C2=NC=NC(=C2N=C1)NC(CCCC(=O)O)=O)C)=O (R)-5-((9-(2-((bis((1-(hexyloxy)-2-methyl-1-oxopropan-2-yl)amino)phosphoryl)methoxy)propyl)-9H-purin-6-yl)amino)-5-oxopentanoic acid